(3S)-5-(azepan-1-yl)-N-cyclobutyl-3-{[1-cyclopentyl-5-(2,6-dimethoxyphenyl)-1H-pyrazol-3-yl]formamido}pentanamide N1(CCCCCC1)CC[C@@H](CC(=O)NC1CCC1)NC(=O)C1=NN(C(=C1)C1=C(C=CC=C1OC)OC)C1CCCC1